P(=S)(Cl)(Cl)Cl.[Li] lithium thiophosphoryl chloride